(S)-2-((tert-butoxycarbonyl)amino)-3-(2-(5-(naphthalen-1-ylmethoxy)pyridin-2-yl)acetamido)propanoic acid C(C)(C)(C)OC(=O)N[C@H](C(=O)O)CNC(CC1=NC=C(C=C1)OCC1=CC=CC2=CC=CC=C12)=O